C(C)[C@]1(C(OCC=2C(N3CC=4C(=NC=5C=C(C(=C6C5C4[C@@H](CC6)C6=C(C(=O)N)C=CC(=C6)O)C)F)C3=CC21)=O)=O)O ((1S,9S)-9-Ethyl-5-fluoro-9-hydroxy-4-methyl-10,13-dioxo-2,3,9,10,13,15-hexahydro-1H,12H-benzo[de]pyrano[3',4':6,7]indolizino[1,2-b]quinolin-1-yl)-4-hydroxybenzamide